5-(1-(difluoromethyl)cyclopropyl)-1,2,4-oxadiazole-3-carboxylic acid ethyl ester C(C)OC(=O)C1=NOC(=N1)C1(CC1)C(F)F